2,4,6-tribromomethylbenzene BrCC1=CC(=CC(=C1)CBr)CBr